5-(3-fluoro-4-methoxyphenyl)-4-(3,4,5-trimethoxyphenyl)pyrimidine FC=1C=C(C=CC1OC)C=1C(=NC=NC1)C1=CC(=C(C(=C1)OC)OC)OC